O1N=NC2=C1C=CC(=C2)B(O)O (2,1,3-benzofurazan-5-yl)boranediol